5,7-dichloro-1,2,3,4-tetrahydroisoquinoline-6-carboxamide ClC1=C2CCNCC2=CC(=C1C(=O)N)Cl